Cl.ClC1=CC=C(CNC2=NC3=CC=CC(=C3C(=C2)N2CCC(CC2)NC(C)(C)C)O)C=C1 2-(4-chlorobenzylamino)-4-(4-tert-butylaminopiperidin-1-yl)-5-hydroxyquinoline hydrochloride salt